4-(tert-butyl)-2,6-bis(6-(tert-butyl)pyridin-2-yl)-N-(3-chlorophenyl)aniline C(C)(C)(C)C1=CC(=C(NC2=CC(=CC=C2)Cl)C(=C1)C1=NC(=CC=C1)C(C)(C)C)C1=NC(=CC=C1)C(C)(C)C